methacryloxymethyl-tris(trimethylsiloxy)silane 1-(2-ethoxyethyl)-3-methylimidazole-2-carboxylate C(C)OCCN1C(N(C=C1)C)C(=O)O.C(C(=C)C)(=O)OC[Si](O[Si](C)(C)C)(O[Si](C)(C)C)O[Si](C)(C)C